5-fluoro-4-hydroxy-2-naphthoic acid ethyl ester C(C)OC(=O)C1=CC2=CC=CC(=C2C(=C1)O)F